FC1=CNC2=CC(=CC=C12)NC1=CC(=CC(=N1)C#N)OCCC1=CC=C(C=C1)C(F)(F)F 6-((3-fluoro-1H-indol-6-yl)amino)-4-(4-(trifluoromethyl)phenethoxy)picolinonitrile